6-{7-[2-(dimethylamino)ethoxy]imidazo[1,2-a]pyridin-3-yl}-N-{[4-(1-methyl-1H-pyrazol-4-yl)phenyl]methyl}pyrimidin-4-amine CN(CCOC1=CC=2N(C=C1)C(=CN2)C2=CC(=NC=N2)NCC2=CC=C(C=C2)C=2C=NN(C2)C)C